5-(3-(3,3-dimethylbutoxy)-5-fluorophenyl)-4-(2-methyl-6-(trifluoromethyl)phenyl)thiazol-2-amine CC(CCOC=1C=C(C=C(C1)F)C1=C(N=C(S1)N)C1=C(C=CC=C1C(F)(F)F)C)(C)C